7-[3-(ethoxyamino)azetidin-1-yl]-6-fluoro-4-oxo-1-(1,3-thiazol-2-yl)-1,4-dihydro-1,8-naphthyridine-3-carboxylic acid C(C)ONC1CN(C1)C1=C(C=C2C(C(=CN(C2=N1)C=1SC=CN1)C(=O)O)=O)F